yttrium(III) oxalate C(C(=O)[O-])(=O)[O-].[Y+3].C(C(=O)[O-])(=O)[O-].C(C(=O)[O-])(=O)[O-].[Y+3]